ClC(C1=CC=C(C=N1)C=1OC(=NN1)C(F)F)N1N=NC(=C1)C1=CC=CC=C1 2-(6-(chloro(4-phenyl-1H-1,2,3-triazol-1-yl)methyl)pyridin-3-yl)-5-(difluoromethyl)-1,3,4-oxadiazole